Methyl (S)-2-((tert-butoxycarbonyl)amino)-3-(3-fluoropyridin-4-yl)propanoate C(C)(C)(C)OC(=O)N[C@H](C(=O)OC)CC1=C(C=NC=C1)F